3-glycidoxypropyl-trimethoxy-silane C(C1CO1)OCCC[Si](OC)(OC)OC